C(=O)O.ClC1=C(C(=CC=C1)Cl)N1CC(C1)C1=C(C=C(C=N1)CN1CCC(CC1)C(=O)O)C 1-((6-(1-(2,6-dichlorophenyl)azetidin-3-yl)-5-methylpyridin-3-yl)methyl)piperidine-4-carboxylic acid, formic acid salt